C(C)(C)(C)NC(CN(C)C=1C2=C(N=C(N1)C1=NC=CC(=C1)O)CCC2)=O N-tert-butyl-2-{[2-(4-hydroxypyridin-2-yl)-5H,6H,7H-cyclopenta[d]pyrimidin-4-yl](methyl)amino}acetamide